The molecule is a nucleotide-sugar oxoanion that is the trianion of UDP-N-acetylmuramoyl-L-alanyl-gamma-D-glutamyl-N(6)-(L-alanyl)-L-lysyl-D-alanyl-D-alanine having anionic diphosphate and carboxy groups and a cationic amino group. It is a peptide anion and a nucleotide-sugar oxoanion. It is a conjugate base of an UDP-N-acetylmuramoyl-L-alanyl-D-glutamyl-N(6)-(L-alanyl)-L-lysyl-D-alanyl-D-alanine. C[C@@H](C(=O)NCCCC[C@@H](C(=O)N[C@H](C)C(=O)N[C@H](C)C(=O)[O-])NC(=O)CC[C@H](C(=O)[O-])NC(=O)[C@H](C)NC(=O)C(C)O[C@@H]1[C@H]([C@H](O[C@@H]([C@H]1O)CO)OP(=O)([O-])OP(=O)([O-])OC[C@@H]2[C@H]([C@H]([C@@H](O2)N3C=CC(=O)NC3=O)O)O)NC(=O)C)[NH3+]